C(#N)C1=CC=C2C(=CN(C2=C1)CC=1N=CN(C1)C)C#CCNC(OC(C)(C)C)=O Tert-butyl (3-(6-cyano-1-((1-methyl-1H-imidazol-4-yl)methyl)-1H-indol-3-yl)prop-2-yn-1-yl)carbamate